[N+](=O)([O-])C1=CC=C(C=C1)NC(=O)N1CCN(CC1)C1(C(=O)O)CC=CC=C1 1-(4-((4-nitrophenyl)carbamoyl)piperazin-1-yl)benzoic acid